FC1=CC=C2C(=C1)N(C(C21OC2=C(C=CC=C2)C12C(N(C1=CC(=CC=C21)F)C)=O)=O)C 6,6''-Difluoro-1,1''-dimethyldispiro[indoline-3,2'-benzofuran-3',3''-indoline]-2,2''-dione